NC=1C=2N(C(=CN1)C1=CCC(CC1)NC)C(=NC2C2=C(C=CC=C2F)C2=C(C=C(C=C2)NC(=O)N)C(F)(F)F)CC 4-{8-amino-3-ethyl-5-[4-(methylamino)cyclohex-1-en-1-yl]imidazo[1,5-a]pyrazin-1-yl-3-fluorophenyl}-1-[3-(trifluoromethyl)phenyl]urea